5-(tert-butyldimethylsilyloxy)-8-bromo-1,3,4,5-tetrahydro-2H-benzo[b]azepin-2-one [Si](C)(C)(C(C)(C)C)OC1C2=C(NC(CC1)=O)C=C(C=C2)Br